(S)-2-amino-N-(2-(1-cyclopropylethyl)-7-(difluoromethoxy)-1-oxoisoindolin-5-yl)pyrimidine-5-carboxamide NC1=NC=C(C=N1)C(=O)NC=1C=C2CN(C(C2=C(C1)OC(F)F)=O)[C@@H](C)C1CC1